(tert-butyl 2-(prop-2-yn-1-yloxy) ethyl) carbamate C(N)(OCC(OCC#C)C(C)(C)C)=O